dimethyl-dodecyl-[3-(trimethoxysilyl)propyl]ammonium chloride [Cl-].C[N+](CCC[Si](OC)(OC)OC)(CCCCCCCCCCCC)C